ClC1=C(N(C(C2=C(C=CC=C12)C=1C=CC(=NC1)C(=O)O)=O)C1=CC=CC=C1)[C@H](C)NC=1C2=C(N=CN1)NC=CC2=O (S)-5-(4-chloro-1-oxo-3-(1-((5-oxo-5,8-dihydropyrido[2,3-d]pyrimidin-4-yl)amino)ethyl)-2-phenyl-1,2-dihydroisoquinolin-8-yl)picolinic acid